1,2,4-trimethylimidazoline CN1C(=NC(C1)C)C